N,N'-bis[3-(Ethylamino)propyl]-1,3-propanediamine tetrahydrochloride Cl.Cl.Cl.Cl.C(C)NCCCNCCCNCCCNCC